3-((hexyl-5,5,6,6,6-d5)oxy)-4-(1-(methyl-d3)-1,2,5,6-tetrahydropyridin-3-yl)-1,2,5-thiadiazole C(CCCC(C([2H])([2H])[2H])([2H])[2H])OC1=NSN=C1C=1CN(CCC1)C([2H])([2H])[2H]